3-(3,6-dichloro-5-methylpyridazin-4-yl)propanoic acid ClC=1N=NC(=C(C1CCC(=O)O)C)Cl